C(=C)C1(CC(CCN)=CC(=C1O)C=C)O 3,5-divinyl-dopamine